acryloyloxy-3,5-dimethyladamantane C(C=C)(=O)OC12CC3(CC(CC(C1)C3)(C2)C)C